tert-butyl (3S)-3-[[5-allyl-4-[6-cyano-7-methylsulfonyl-1-(2-trimethylsilylethoxymethyl)indol-3-yl]pyrimidin-2-yl]amino]piperidine-1-carboxylate C(C=C)C=1C(=NC(=NC1)N[C@@H]1CN(CCC1)C(=O)OC(C)(C)C)C1=CN(C2=C(C(=CC=C12)C#N)S(=O)(=O)C)COCC[Si](C)(C)C